Cl.C(C)OC(C=NOCC)=O ethyl-2-ethoxyiminoacetate hydrochloride